C[Si](COC)(COC)C1=CC=CC=C1 methylphenylbis(methoxymethyl)silane